C[Si](O[Si](O[Si](CCCCCC)(C)C)(C)C)(C)C heptamethylhexyl-trisiloxane